ammonium 2-({4-[(2R)-2-(4-chloro-2-fluorophenyl)-1,3-benzodioxol-4-yl] piperidin-1-yl} methyl)-1-[(2S)-oxetan-2-ylmethyl]-1H-benzimidazole-6-carboxylate ClC1=CC(=C(C=C1)[C@H]1OC2=C(O1)C=CC=C2C2CCN(CC2)CC2=NC1=C(N2C[C@H]2OCC2)C=C(C=C1)C(=O)[O-])F.[NH4+]